COC1=CC=C(C=C1)N1CCC(CC1)NC1=C(C(=NC=C1)C)N N4-[1-(4-methoxyphenyl)piperidin-4-yl]2-methylpyridine-3,4-diamine